5-(2-(3-hydroxypiperidin-1-yl)-2-oxo-1-phenylethyl)-1,5-dihydro-4H-pyrazolo[3,4-d]pyrimidin-4-one OC1CN(CCC1)C(C(C1=CC=CC=C1)N1C=NC2=C(C1=O)C=NN2)=O